ClCC1=NOC(=C1)C1=NC=CC=C1 3-(chloromethyl)-5-(pyridin-2-yl)isoxazole